ClC1=C(C(=CC=C1Cl)OC)C1CC(N(CC1)C(=O)OC(C)(C)C)C(=O)N1CCOCC1 tert-butyl 4-(2,3-dichloro-6-methoxyphenyl)-2-(morpholine-4-carbonyl)piperidine-1-carboxylate